CN1C=2C=CC3=C(C2C=2C4=C(C=CC12)C=CC=C4)C=CC=C3 7-methyldibenzo[c,g]carbazole